FC1(CC(C1)NC=O)F N-(3,3-difluorocyclobutyl)formamide